tris[4-(2-methylbutan-2-yl) phenyl] phosphite P(OC1=CC=C(C=C1)C(C)(CC)C)(OC1=CC=C(C=C1)C(C)(CC)C)OC1=CC=C(C=C1)C(C)(CC)C